C(=O)(OC(C)(C)C)N(C1=NC=NC2=CC=C(C=C12)C1=CN=C(S1)CNC(OC(C)(C)C)=O)C(=O)OC(C)(C)C tert-butyl (5-(4-(di-Boc-amino)quinazolin-6-yl)thiazol-2-yl)methylcarbamate